methyl (E)-2-[2-[[4-[(E)-C-ethyl-N-propoxycarbonimidoyl]-2,5-dimethylphenoxy]methyl]phenyl]-3-methoxyprop-2-enoate C(C)\C(=N/OCCC)\C1=CC(=C(OCC2=C(C=CC=C2)/C(/C(=O)OC)=C\OC)C=C1C)C